ClC=1C=CC2=C(CN(CCC2)C(C(F)(F)F)=O)C1 1-(8-chloro-1,3,4,5-tetrahydro-2H-benzo[c]azepin-2-yl)-2,2,2-trifluoroethan-1-one